[Na+].C(=O)([O-])CN1C(=NCC1)CCCCCCCCCCCC 1-(carboxymethyl)-2-lauryl-imidazoline sodium salt